3-Hydroxy-5-(3-((2-methyl-4-oxo-5,6,7,8-tetrahydroquinazolin-3(4H)-yl)methyl)isoxazol-5-yl)benzonitrile OC=1C=C(C#N)C=C(C1)C1=CC(=NO1)CN1C(=NC=2CCCCC2C1=O)C